FC1=C(N)C=CC(=C1C=1C=CC=2N(C1)C=NC2I)F 2,4-difluoro-3-[1-iodoimidazo[1,5-a]pyridin-6-yl]aniline